n-tetracosyl pentyl ether C(CCCC)OCCCCCCCCCCCCCCCCCCCCCCCC